5,7-dimethoxy-3-(3-(4-(benzenesulfonyl)piperazin-1-yl)propoxy)-2-(3,4,5-trimethoxyphenyl)-4H-chromen-4-one COC1=C2C(C(=C(OC2=CC(=C1)OC)C1=CC(=C(C(=C1)OC)OC)OC)OCCCN1CCN(CC1)S(=O)(=O)C1=CC=CC=C1)=O